3-((3,5-dimethoxyphenyl)amino)-4-((pyridin-2-ylmethyl)amino)cyclobut-3-ene-1,2-dione COC=1C=C(C=C(C1)OC)NC=1C(C(C1NCC1=NC=CC=C1)=O)=O